7-(difluoromethyl)-1-(4-fluoro-2-isopropylphenyl)-3-(2-methyl-6-oxo-1,6-dihydropyridin-3-yl)-2,3-dihydroquinazolin-4(1H)-one FC(C1=CC=C2C(N(CN(C2=C1)C1=C(C=C(C=C1)F)C(C)C)C1=C(NC(C=C1)=O)C)=O)F